ClC1=CN(C=2N=CN=C(C21)NCC2=C(C=C(C=C2)OC)OC)[C@H]2[C@H]([C@@H]([C@H](O2)CO)O)F (2R,3R,4S,5R)-5-(5-chloro-4-{[(2,4-dimethoxyphenyl)methyl]amino}-7H-pyrrolo[2,3-d]pyrimidin-7-yl)-4-fluoro-2-(hydroxymethyl)oxolane-3-ol